zirconium N,N-dibutyl-3-oxobutyramidate C(CCC)N(C(CC(C)=O)=O)CCCC.[Zr]